COC1=CC=C(C=C1)C(=O)C1=CC=NC=C1 (4-methoxy-phenyl)-4-pyridinyl-methanone